(S)-3-amino-2-methylbutan-2-ol hydrochloride Cl.N[C@H](C(C)(O)C)C